ClC1=CC(=C(C=C1)NC1=C2C(=NC(=C1)NC1=NC(=CC=C1)C(F)(F)F)NN(C2=O)C)S(=O)(=O)C 4-((4-chloro-2-(methylsulfonyl)phenyl)amino)-2-methyl-6-((6-(trifluoromethyl)-pyridin-2-yl)amino)-1,2-dihydro-3H-pyrazolo[3,4-b]pyridin-3-one